2-(4-hydroxy-1-((3-(5,6,7,8-tetrahydro-1,8-naphthyridin-2-yl)propyl)carbamoyl)piperidin-4-yl)-2-(3-(5-methyl-1H-pyrazol-1-yl)propanamido)acetic acid OC1(CCN(CC1)C(NCCCC1=NC=2NCCCC2C=C1)=O)C(C(=O)O)NC(CCN1N=CC=C1C)=O